8-chloro-6-cyclopropyl-2-(methylsulfanyl)pyrido[3,4-d]pyrimidine ClC1=NC(=CC2=C1N=C(N=C2)SC)C2CC2